C(#N)[C@@H]1[C@@H](C1)C(=O)NCC1=NC(=NO1)C=1N(C2=CC=CC(=C2C1)N[C@H]1[C@H](CN(CC1)C)F)CC(F)(F)F |&1:2,3| (1RS,2SR)-2-cyano-N-{[3-(4-{[(3S,4R)-3-fluoro-1-methylpiperidin-4-yl]amino}-1-(2,2,2-trifluoroethyl)-1H-indol-2-yl)-1,2,4-oxadiazol-5-yl]methyl}cyclopropane-1-carboxamide